COC(=O)C=1C=C2C(=CC1)NC(C21CCN(CC1)CC1=C(C=CC=C1)Cl)=O.ClC1=C(CN2CCC3(CC2)C(NC2=CC=C(C=C23)C(=O)O)=O)C=CC=C1 1'-(2-chlorobenzyl)-2-oxospiro[indoline-3,4'-piperidine]-5-carboxylic acid Methyl-1'-(2-chlorobenzyl)-2-oxospiro[indoline-3,4'-piperidine]-5-carboxylate